N2-(2-chloro-4-methylphenyl)pyridine-2,3-diamine ClC1=C(C=CC(=C1)C)NC1=NC=CC=C1N